CC(C=O)(COCC(CCCC)CC)C 2,2-dimethyl-3-(2-ethyl-hexyloxy)-propanal